[NH4+].S(=O)(=O)(I)I sulfuric acid, iodide, ammonium salt